2-((1R,3S)-3-(2-(1,8-naphthyridin-2-yl)ethyl)cyclobutoxy)acetaldehyde N1=C(C=CC2=CC=CN=C12)CCC1CC(C1)OCC=O